7-[2-[[4-[5-(difluoromethyl)-1,3,4-oxadiazol-2-yl]-3-fluorophenyl]methyl]tetrazol-5-yl]quinazolin-4-amine FC(C1=NN=C(O1)C1=C(C=C(C=C1)CN1N=C(N=N1)C1=CC=C2C(=NC=NC2=C1)N)F)F